CC(C[C@H](NC(=O)C1CC(=NO1)C=1C=NC2=CC=CC=C2C1)B(O)O)C ((1R)-3-methyl-1-(3-(quinolin-3-yl)-4,5-dihydroisoxazole-5-carboxamido)butyl)boronic acid